N-(2-(1-ethyl-2-methyl-2,5-dihydro-1H-pyrrol-3-yl)thieno[2,3-b]pyridin-4-yl)-6-fluorobenzo[d]thiazol-5-amine C(C)N1C(C(=CC1)C1=CC=2C(=NC=CC2NC=2C(=CC3=C(N=CS3)C2)F)S1)C